4-(4-amino-2,6-dichloro-phenoxy)-2-(allyl)-phenol NC1=CC(=C(OC2=CC(=C(C=C2)O)CC=C)C(=C1)Cl)Cl